The molecule is a nitrile that is hexanenitrile substituted at the 2-position by p-chlorophenyl and (1,2,4-triazol-1-yl)methyl groups. It is a nitrile, a member of triazoles and a member of monochlorobenzenes. CCCCC(CN1C=NC=N1)(C#N)C2=CC=C(C=C2)Cl